BrC=1C=C2C(=CC(=NC2=CC1)N(CC(=O)O)C)C1=CC(=CC=C1)C(N)=O 2-{[6-bromo-4-(3-carbamoylphenyl)quinolin-2-yl](methyl)amino}acetic acid